FC1=C(C=C(C=C1F)N1N=CC2=CC(=CC=C12)S(=O)(=O)N1CCCCC1)O 2,3-difluoro-5-(5-(piperidin-1-ylsulfonyl)-1H-indazol-1-yl)phenol